N-(1-((dimethylamino)methyl)cyclopropyl)-2-(3-fluoro-5-methoxyphenyl)-2-methylpropanamide CN(C)CC1(CC1)NC(C(C)(C)C1=CC(=CC(=C1)OC)F)=O